C(C)N1CCC(CC1)(O)C#CC=1C2=C(C(N(C1)C)=O)NC(=C2C(=O)OCC)C ethyl 4-[2-(1-ethyl-4-hydroxy-4-piperidyl)ethynyl]-2,6-dimethyl-7-oxo-1H-pyrrolo[2,3-c]pyridine-3-carboxylate